C1(CC1)S(=O)(=O)C=1C=C(C=NC1)N1CCC2(CC2)CC1 5-(cyclopropylsulfonyl)-3-(6-azaspiro[2.5]oct-6-yl)pyridine